N,N-dibenzyl-2-bromoacetamide C(C1=CC=CC=C1)N(C(CBr)=O)CC1=CC=CC=C1